N[C@H]1[C@@H]2N(C[C@H]1CC2)C(=O)C2=CC1=C(N(C(=N1)C=1N(C3=CC(=CC=C3C1)C=1C=CC(=C(C1)CO)OC)CC1CC1)C)C(=C2)OC [5-(2-{5-[(1R,4R,7R)-7-amino-2-azabicyclo[2.2.1]heptane-2-carbonyl]-7-methoxy-1-methyl-1H-1,3-benzodiazol-2-yl}-1-(cyclopropylmethyl)-1H-indol-6-yl)-2-methoxyphenyl]methanol